ClC1=CC=C(C=C1)N1C2=NC(=NC(=C2N=C1C=1C=NC(=CC1)C#N)N1CCC(CC1)(C(=O)N)C)NCC(C)(C)O [9-(4-chlorophenyl)-8-(6-cyano-3-pyridinyl)-2-[(2-hydroxy-2-methyl-propyl)amino]purin-6-yl]-4-methyl-piperidine-4-carboxamide